N1(CCNCCCN(CCC1)CC=1C(=C(C=C(C1)C)C(C(=O)N)(CO)O)O)CC=1C(=C(C=C(C1)C)C(C(=O)N)(CO)O)O N'-{1,4,8-triazacycloundecane-1,8-diylbis[methylene(2-hydroxy-5-methyl-3,1-phenylene)]}bis(2,3-dihydroxypropionamide)